N(=[N+]=[N-])[C@@H]1[C@H]([C@@H](SC=2C=NC(=C(C2)C)C(F)(F)F)O[C@@H]([C@@H]1O)CO)O 6-trifluoromethyl-5-methylpyridin-3-yl 3-azido-3-deoxy-1-thio-α-D-galactopyranoside